NC1=NC=C(C=N1)C1=CC(CC1)O 3-(2-aminopyrimidin-5-yl)cyclopent-2-en-1-ol